5-chloro-9-iodo-7-((2-(trimethylsilyl)ethoxy)methyl)-7H-imidazo[1,2-c]pyrrolo[3,2-e]pyrimidine ClC1=NC2=C(C=3N1C=CN3)C(=CN2COCC[Si](C)(C)C)I